Potassium metabisulfite S(=O)(=O)([O-])S(=O)[O-].[K+].[K+]